6-[[1-(2,2,2-tri-fluoroethyl)pyrazol-4-yl]methyl]-2-azaspiro[3.3]heptane FC(CN1N=CC(=C1)CC1CC2(CNC2)C1)(F)F